C(C)(C)(C)C1=NOC(=N1)C(=O)OCC ethyl 3-tert-butyl-1,2,4-oxadiazole-5-carboxylate